C(#N)C1=CC=C(C=C1)C=1N=C(SC1)NC=1C=C(C=CC1)C1(N=CN(S(C1)(=O)=O)C)C 5-(3-((4-(4-cyanophenyl)thiazol-2-yl)amino)phenyl)-2,5-dimethyl-1,1-dioxo-1,2,4-thiadiazin